hydroxy-5-hydroxy-adenine OC=1N=C(C2(N=CN=C2N1)O)N